N(=[N+]=[N-])[C@](C)(CC)C1=CN=C(C2=CN=C(C=C12)Cl)OC(C)CCS(=O)(=O)CC 4-((R)-2-Azidobutan-2-yl)-6-chloro-1-((4-(ethylsulfonyl)butan-2-yl)oxy)-2,7-naphthyridine